C(C)(C)C1=C(NC2=CC=C(C=C12)C1CCNCC1)C=1C=C(C=2N(C1)N=NC2)C 6-(3-isopropyl-5-(piperidin-4-yl)-1H-indol-2-yl)-4-methyl-[1,2,3]triazolo[1,5-a]pyridine